O[C@H]([C@@H](C[C@@H]1OCCC1)S(=O)(=O)N(CC1=CC=C(C=C1)OC)CC1=CC=C(C=C1)OC)CC=C (2R,3S)-3-HYDROXY-N,N-BIS(4-METHOXYBENZYL)-1-((R)-TETRAHYDROFURAN-2-YL)HEX-5-ENE-2-SULFONAMIDE